C(C1=CC=CC=C1)N1N=CC2=C(C1=O)N(C1=C2SC(=N1)S(=O)(=O)C)CC 6-benzyl-4-ethyl-2-(methylsulfonyl)-4,6-dihydro-5H-thiazolo[5',4':4,5]pyrrolo[2,3-d]pyridazin-5-one